FC1(COC1)C1=CC=C(C=C1)NC(C(F)(F)F)=O (4-(3-fluorooxetan-3-yl)phenyl)trifluoroacetamide